C(C)(C)OC(C)C di-iso-propylether